N1(CCNCC1)CCCCOC1=CC=C2C=C(C(OC2=C1)=NO)C(C)=O 7-[4-(1-piperazinyl)butoxy]-3-acetylcoumarin oxime